C1(CC1)CC(=O)NC=1C=CC2=C(N=C(O2)C2=C3C=C(N=CC3=C(N=C2)NC)NC(=O)C2CC2)C1 N-(5-(5-(2-cyclopropylacetamido)benzo[d]oxazol-2-yl)-8-(methylamino)-2,7-naphthyridin-3-yl)cyclopropanecarboxamide